OCC1CC(CCC1)C#N 3-(hydroxymethyl)cyclohexane-1-carbonitrile